C(C)(C)(C)C=1C=C(N(N1)C1=CC=C(C=C1)Cl)N N-[5-tert-butyl-2-(4-chlorophenyl)pyrazol-3-yl]amine